N-[(1S)-1-(dicyclopropylmethyl)-2-[[6-fluoro-5-(4,4,5,5-tetramethyl-1,3,2-dioxaborolan-2-yl)-2-pyridyl]amino]-2-oxo-ethyl]-2-ethyl-pyrazole-3-carboxamide C1(CC1)C([C@@H](C(=O)NC1=NC(=C(C=C1)B1OC(C(O1)(C)C)(C)C)F)NC(=O)C=1N(N=CC1)CC)C1CC1